FC1(CNCCC1NC(=O)C1=C(OC2=C1C=C(C=C2)OCC=2C(=NC=CC2)O)C)F N-(3,3-difluoropiperidin-4-yl)-5-((2-hydroxypyridin-3-yl)methoxy)-2-methylbenzofuran-3-carboxamide